[Si](C)(C)(C(C)(C)C)OCC=1NN=C2C(=CC=CC12)OC 3-(((tert-butyldimethylsilyl)oxy)methyl)-7-methoxy-2H-indazole